4-fluoro-4-deoxytagatose F[C@H]([C@@H](C(CO)=O)O)[C@H](O)CO